C(C)OC(=O)C=1C(=NN(C1)C1CCC2(OCCO2)CC1)OCCOCC 1-{1,4-dioxaspiro[4.5]dec-8-yl}-3-(2-ethoxyethoxy)-1H-pyrazole-4-carboxylic acid ethyl ester